C(C)(C)(C)OC(=O)N[C@H]1CN(CCC1)CC=1C=NC(=C(C(=O)OC)C1)Cl methyl 5-({(R)-3-[(tert-butyl)(oxycarbonylamino)]-1-piperidyl}methyl)-2-chloronicotinate